tert-Butyl (R,E)-(2-(((tert-butylsulfinyl)imino)methyl)-5-chloro-3-methylthieno[3,2-b]pyridin-7-yl)(furan-2-ylmethyl)carbamate C(C)(C)(C)[S@@](=O)\N=C\C1=C(C2=NC(=CC(=C2S1)N(C(OC(C)(C)C)=O)CC=1OC=CC1)Cl)C